CC1=NC=CC(=C1)C=1N=C(SC1COC1=CC=CC=C1)NC1=CC=C(C=C1)S(=O)(=O)C (2-methylpyridin-4-yl)-N-(4-(methylsulfonyl)phenyl)-5-(phenoxymethyl)thiazol-2-amine